(R)-8-(pyridin-3-yl)-3-(3,3,3-trifluoro-2-hydroxypropyl)-6-(6-(trifluoromethyl)pyridin-3-yl)pyrido[3,4-d]pyrimidin-4(3H)-one N1=CC(=CC=C1)C1=NC(=CC2=C1N=CN(C2=O)C[C@H](C(F)(F)F)O)C=2C=NC(=CC2)C(F)(F)F